C(=CC1=CC=CC=C1)S(=O)(=O)O styrene-sulphonic acid